C1(CC1)C(C(C1=C(C=CC=C1F)F)NC=O)=O N-[2-cyclopropyl-1-(2,6-difluorophenyl)-2-oxo-ethyl]formamide